5-chloro-N-(2,4-dimethoxybenzyl)-2-fluoro-4-((5,6,7,8-tetrahydroquinolin-6-yl)amino)-N-(thiazol-2-yl)benzenesulfonamide ClC=1C(=CC(=C(C1)S(=O)(=O)N(C=1SC=CN1)CC1=C(C=C(C=C1)OC)OC)F)NC1CC=2C=CC=NC2CC1